CCCCCCCCCCCCCC[C@H]([C@H]([C@H](CO[C@@H]1[C@@H]([C@H]([C@H]([C@H](O1)CO)O)O)O)NC(=O)CCCCCCCCCCCCCCCCCCCCCCCCC2=CC=CC=C2)O)O The molecule is a glycophytoceramide having an alpha-D-galactopyranosyl residue at the O-1 position and a 25-phenylpentacosanoyl group attached to the nitrogen. It derives from an alpha-D-galactose.